ethyl 2-amino-1,3-benzothiazole-5-carboxylate NC=1SC2=C(N1)C=C(C=C2)C(=O)OCC